1-(Tert-butyl)-N-(2-fluoro-4-methyl-5-(5-morpholinoimidazo[1,5-a]pyridin-7-yl)phenyl)-1H-imidazole-4-carboxamide C(C)(C)(C)N1C=NC(=C1)C(=O)NC1=C(C=C(C(=C1)C1=CC=2N(C(=C1)N1CCOCC1)C=NC2)C)F